4-((3,5-Difluoro-4-(1-isopropyl-1H-pyrazol-4-yl)pyridin-2-yl)((4-(4-methoxy-3-methylphenyl)bicyclo[2.2.2]octan-1-yl)methyl)carbamoyl)(trans-cyclohexyl) 3-hydroxyazetidine-1-carboxylate OC1CN(C1)C(=O)O[C@@H]1CC[C@H](CC1)C(N(CC12CCC(CC1)(CC2)C2=CC(=C(C=C2)OC)C)C2=NC=C(C(=C2F)C=2C=NN(C2)C(C)C)F)=O